3-fluoro-5-((6-methylpyridin-2-yl)ethynyl)benzonitrile FC=1C=C(C#N)C=C(C1)C#CC1=NC(=CC=C1)C